N-(3,4-dichlorobenzyl)pyrimidin-2-amine ClC=1C=C(CNC2=NC=CC=N2)C=CC1Cl